N1=C(C=CC2=CC=CC=C12)C1=NC=CC=2C3=CC=CC=C3NC12 1-(2-quinolyl)-beta-carboline